NC=1C=C(C=CC1Br)CN(C(=O)C=1C=NC(=CC1)C1CC1)C=1C(=NC=CC1)S(=O)(=O)C N-[(3-amino-4-bromophenyl)methyl]-6-cyclopropyl-N-(2-methanesulfonylpyridin-3-yl)pyridine-3-carboxamide